CN1CCN(CC1)C[Si](OCC)(OCC)OCC (4-methylpiperazine-1-yl)methyltriethoxysilane